(4-(5-Benzylpyrimidin-2-yl)-3-methylpiperazin-1-yl)-6-(1-methyl-1H-pyrazol-4-yl)pyrazolo[1,5-a]pyridine C(C1=CC=CC=C1)C=1C=NC(=NC1)N1C(CN(CC1)C1=NN2C(C=CC(=C2)C=2C=NN(C2)C)=C1)C